BrCCCCCCCC(=O)NC(CCCCCCCC)CCCCCCCC 8-bromo-N-(heptadecan-9-yl)octanamide